C12C(O1)O2 bisepoxyethane